alpha-carboxyethyl-hydroxychromenol tert-Butyl-(S)-(1-(2-chloro-5-(1-isopropyl-1H-pyrazol-4-yl)pyridin-4-yl)piperidin-3-yl)carbamate C(C)(C)(C)N(C(=O)OC1OC2=CC=CC=C2C(=C1O)C(C)C(=O)O)[C@@H]1CN(CCC1)C1=CC(=NC=C1C=1C=NN(C1)C(C)C)Cl